ClC=1C(=NC(=NC1)NC1=C(C=C(C(=C1)F)N1CC2(C1)CCN(CC2)C)OC)OC=2C=CC=C1CN(C(C21)=O)C 7-((5-chloro-2-((5-fluoro-2-methoxy-4-(7-methyl-2,7-diazaspiro[3.5]non-2-yl)phenyl)amino)pyrimidin-4-yl)oxy)-2-methylisoindolin-1-one